Cl.C1(=CC(=CC=C1)NC(=O)[C@@H]1CNC[C@H]1C=1SC=CC1)C1=CC=CC=C1 |r| (±)-trans-N-(biphenyl-3-yl)-4-(thiophene-2-yl)pyrrolidine-3-carboxamide hydrochloride